C(C)(C)SC(C)(C)C tertiary butyl isopropyl sulfide